2,4,6-trimethylnorbornene CC=1C2C(CC(C1)(C2)C)C